oxolane-2-carbaldehyde O1C(CCC1)C=O